C(C)C(CN)(CN)CC diethyl-1,3-propanediamine